FC(C=1C(=C(C=NC1)NCC=1C=C2N=CC=NC2=CC1)N1CCNCC1)F 5-(Difluoromethyl)-4-(piperazin-1-yl)-N-(quinoxalin-6-ylmethyl)pyridin-3-amine